2-((3-(((tert-butyldimethylsilyl)oxy)methyl)phenyl)amino)-6-methyl-5-phenylnicotinonitrile [Si](C)(C)(C(C)(C)C)OCC=1C=C(C=CC1)NC1=C(C#N)C=C(C(=N1)C)C1=CC=CC=C1